5-[(1,3-dioxoisoindolin-2-yl) methyl]-benzyl 4-fluoro-3-methyl-3,6-dihydro-2H-pyridine-1-carboxylate FC=1C(CN(CC1)C(=O)OCC1=CC=CC(=C1)CN1C(C2=CC=CC=C2C1=O)=O)C